N1=CNC2=C1CNC2 4,6-dihydropyrrolo[3,4-d]imidazol